Methyl (Z)-3-(2-methylpyrimidin-5-yl)but-2-enoate CC1=NC=C(C=N1)\C(=C/C(=O)OC)\C